2,7-dichloro-4-((3R)-3-methyl-3-hydroxypiperidinyl)-8-fluoropyrido[4,3-d]pyrimidine ClC=1N=C(C2=C(N1)C(=C(N=C2)Cl)F)N2C[C@@](CCC2)(O)C